2-(bis(3-chloro-4-fluorophenyl)methyl)-N-(oxetan-3-yl)-1H-imidazole-5-sulfonamide ClC=1C=C(C=CC1F)C(C=1NC(=CN1)S(=O)(=O)NC1COC1)C1=CC(=C(C=C1)F)Cl